N-BENZYL-6-CHLORO-3-ISOPROPYLIMIDAZO[1,2-B]PYRIDAZIN-8-AMINE C(C1=CC=CC=C1)NC=1C=2N(N=C(C1)Cl)C(=CN2)C(C)C